FCC1(CC1)N1C=NC2=C1C=C(C=C2)C(=O)O (1-(fluoromethyl)cyclopropyl)1H-benzo[d]imidazole-6-carboxylic acid